C(C1=CC=CC=C1)N1C(C(C2=CC=C(C=C12)C(F)(F)F)(F)C1=C(C=CC(=C1)Cl)OC)=O benzyl-3-(5-chloro-2-methoxyphenyl)-3-fluoro-6-(trifluoromethyl)indolin-2-one